N1=NN=CC=CC=CC=CC=CC=CC=C1 triazacyclohexadecin